O[C@H]1[C@@H](CCCC1)N1C(N=CC=C1C1=CC=C(C=C1)OC(F)(F)F)C=1C=NN(C1)C N-[(trans)-2-Hydroxycyclohexyl]-2-(1-methyl-1H-pyrazol-4-yl)-6-[4-(trifluoromethoxy)phenyl]pyrimidin